C(#N)C[C@@H](C1=CC=C(C=C1)S(=O)(=O)CC)NC(C1=CC=C(C=C1)N1[C@@H](C[C@@H](C1)OC1=CC=C(C=C1)I)COC(F)F)=O N-((S)-2-cyano-1-(4-(ethylsulfonyl)phenyl)ethyl)-4-((2S,4S)-2-((difluoromethoxy)methyl)-4-(4-iodophenoxy)pyrrolidin-1-yl)benzamide